2-acetyl-6-(1-((2,6-diethylphenyl)imino)ethyl)pyridine C(C)(=O)C1=NC(=CC=C1)C(C)=NC1=C(C=CC=C1CC)CC